ClC=1C=C(C(=O)NC=2C=C3C(=NNC3=C3C2C(N(C3=O)CC3=CC=C(C=C3)OC)C3=C(C=CC(=C3)F)Cl)C#N)C=C(C1)F 3-chloro-N-(6-(2-chloro-5-fluorophenyl)-3-cyano-7-(4-methoxybenzyl)-8-oxo-1,6,7,8-tetrahydropyrrolo[3,4-g]indazol-5-yl)-5-fluorobenzamide